C1(=CC=CC=C1)S(=O)(=O)N1C=CC=2C1=NC=C(C2N(C)C2CC1C(CN(C1)C(=O)OC(C)(C)C)C2)C#N 1-benzenesulfonyl-4-[(2-Boc-hexahydrocyclopenta[c]pyrrole-5-yl)-methyl-amino]-1H-pyrrolo[2,3-b]pyridin-5-carbonitrile